6-bromo-N-isopentylpyridinamide BrC1=CC=CC(=N1)C(=O)NCCC(C)C